BrC(C)C=1C=C(C=C2C(C(=C(OC12)N(C)C)C)=O)C 8-(1-bromoethyl)-2-(dimethylamino)-3,6-dimethyl-4H-chromen-4-one